4,6-dichloro-7-cyclopropoxypyrido[3,2-d]pyrimidine ClC=1C2=C(N=CN1)C=C(C(=N2)Cl)OC2CC2